C(C=1C(C(=O)OCCCCCCCC(C)C)=CC=CC1)(=O)OCCCCCCCCCC n-decyl (8-methyl-1-nonyl) phthalate